[(7s)-1,2,3,10-Tetramethoxy-9-oxo-5,6,7,9-tetrahydrobenzo[a]heptalene-7-yl]acetamide COC1=C(C(=CC2=C1C1=CC=C(C(C=C1[C@@H](CC2)CC(=O)N)=O)OC)OC)OC